3-(2-methylpropyl)glutaric acid CC(CC(CC(=O)O)CC(=O)O)C